ClC=1C(=C(C=CC1)N1N=C(C=2C=NC=3C=CC(=CC3C21)C)C2=CC(=C(C=C2)O)OC)C 4-[1-(3-chloro-2-methylphenyl)-8-methyl-1H-pyrazolo[4,3-c]quinolin-3-yl]-2-methoxyphenol